ClC=1N(C=C(N1)[N+](=O)[O-])C[C@]1(OC1)C (R)-2-chloro-1-(2-methyloxirane-2-ylmethyl)-4-nitroimidazole